[Cl-].CN1CN(C=C1)CC1=CC=CC=C1 1-methyl-3-benzyl-imidazole chloride salt